OC1=C(C=C(C=C1C(C)(C)CC)C(C)(C)CC)N1N=C2C(=N1)C=CC=C2 2-(2'-hydroxy-3,5-di-t-pentylphenyl)benzotriazole